C(N)(=O)C1=C(C=CC(=C1)C=1C=NC(=CC1)OC)NC(CC(=O)OCC)=O ethyl 3-((2-carbamoyl-4-(6-methoxypyridin-3-yl) phenyl) amino)-3-oxopropionate